COC([C@H](CC1CC1)OC1=C(C=C(C=C1)Br)C1=NOCC1OCC)=O (2S)-2-[4-bromo-2-(4-ethoxy-4,5-dihydroisoxazol-3-yl)phenoxy]-3-cyclopropylpropionic acid methyl ester